6-chloro-N-{3-[2-(4-chloro-3-fluorophenoxy)acetamido]bicyclo[1.1.1]pent-1-yl}-4-(1-fluorocyclopropane-1-carbonyl)-3,4-dihydro-2H-1,4-benzoxazine-2-carboxamide ClC=1C=CC2=C(N(CC(O2)C(=O)NC23CC(C2)(C3)NC(COC3=CC(=C(C=C3)Cl)F)=O)C(=O)C3(CC3)F)C1